COC(=O)C1=NN2C(NC(=CC2=O)C2=CC=C(C=C2)C2CCCCC2)=C1C#N 3-cyano-5-(4-cyclohexylphenyl)-7-oxo-4,7-dihydropyrazolo[1,5-a]pyrimidine-2-carboxylic acid methyl ester